C(#N)C=1C(=CC2=C(N(C([C@H](CS2(=O)=O)NC(OC(C)(C)C)=O)=O)CC2=NC(=CC=C2)OC(C)C)C1)F tert-butyl N-[(3R)-7-cyano-8-fluoro-5-[(6-isopropoxy-2-pyridyl)methyl]-1,1,4-trioxo-2,3-dihydro-1λ6,5-benzothiazepin-3-yl]carbamate